BrC=1C(=NN(C1)[C@H]1CN(CC1)C(=O)OC(C)(C)C)OC tert-butyl (R)-3-(4-bromo-3-methoxy-1H-pyrazol-1-yl)pyrrolidine-1-carboxylate